4-(2-(2,4-difluorophenoxy)-5-(2-hydroxyprop-2-yl)phenyl)-6-methyl-2-(piperidine-1-carbonyl)thieno[2,3-c]pyridin-7(6H)-one FC1=C(OC2=C(C=C(C=C2)C(C)(C)O)C=2C3=C(C(N(C2)C)=O)SC(=C3)C(=O)N3CCCCC3)C=CC(=C1)F